ClC1=CC=C2C(=C(NC2=C1Cl)CNC(=O)C=1OC=NN1)C=1C=NNC1 N-[[6,7-Dichloro-3-(1H-pyrazol-4-yl)-1H-indol-2-yl]methyl]-1,3,4-oxadiazole-2-carboxamide